CC1(CCC(CC1)NC=1N=CC2=C(N1)NC=C2C=2C=C1N=CC=NC1=CC2)O 1-methyl-4-((5-(quinoxalin-6-yl)-7H-pyrrolo[2,3-d]pyrimidin-2-yl)amino)cyclohexan-1-ol